[Cl-].COCC1=C(C=CC=C1)P(C1=CC=CC=C1)C1=CC=CC=C1 methoxymethyl-(triphenylphosphine) chloride